(S)-5-amino-8-(furan-2-yl)-3-(2-(4-(4-(methylsulfinyl)phenyl)piperazin-1-yl)ethyl)thiazolo[5,4-e][1,2,4]triazolo[1,5-c]pyrimidin-2(3H)-one NC1=NC2=C(C=3N1N=C(N3)C=3OC=CC3)SC(N2CCN2CCN(CC2)C2=CC=C(C=C2)[S@@](=O)C)=O